tert-Butyl 4-((2R,3R)-2-methyl-1-(6-(4-oxo-1-oxa-8-azaspiro[4.5]decan-8-yl)-2-(trifluoromethyl)pyrimidin-4-yl)azetidin-3-yl)piperazine-1-carboxylate C[C@H]1N(C[C@H]1N1CCN(CC1)C(=O)OC(C)(C)C)C1=NC(=NC(=C1)N1CCC2(C(CCO2)=O)CC1)C(F)(F)F